N-((S)-(4,4-Difluorocyclohexyl)(6-((R)-1-((R*)-4,4,4-trifluoro-3-methylbutanamido)ethyl)-1H-benzo[d]imidazol-2-yl)methyl)-1-isopropyl-1H-pyrazole-5-carboxamide FC1(CCC(CC1)[C@H](NC(=O)C1=CC=NN1C(C)C)C1=NC2=C(N1)C=C(C=C2)[C@@H](C)NC(C[C@H](C(F)(F)F)C)=O)F |o1:33|